4,6-dimethoxy-N-(4'-(p-tolyl)-7-(trifluoromethyl)spiro[chromeno[4,3-d]thiazole-4,1'-cyclohexan]-2-yl)pyrimidine-5-carboxamide COC1=NC=NC(=C1C(=O)NC=1SC2=C(N1)C=1C=CC(=CC1OC21CCC(CC1)C1=CC=C(C=C1)C)C(F)(F)F)OC